ClC1=C(C=C(C=C1)OCCOC)B(O)O [2-chloro-5-(2-methoxyethoxy)phenyl]boronic acid